6-fluoro-3-((3-fluorobenzyl)amino)-5-(1-(tetrahydro-2H-pyran-4-yl)ethyl)-4H-benzo[e][1,2,4]thiadiazine 1,1-dioxide FC=1C=CC2=C(NC(=NS2(=O)=O)NCC2=CC(=CC=C2)F)C1C(C)C1CCOCC1